monoglycerin eicosanoate C(CCCCCCCCCCCCCCCCCCC)(=O)O.OCC(O)CO